[2-[1-(4,4-dimethylcyclohexyl) ethoxy]-2-oxo-ethyl] propionate C(CC)(=O)OCC(=O)OC(C)C1CCC(CC1)(C)C